cyclohexyl-1-pyrrolidone C1(CCCCC1)C1C([N-]C=C1)=O